1-(Ethoxycarbonylmethyl)-3-formyl-5-methoxy-2-methylindole-4,7-dione C(C)OC(=O)CN1C(=C(C=2C(C(=CC(C12)=O)OC)=O)C=O)C